(S)-2-amino-3-(N,N-dimethylsulfamoyl)-N-((R)-4-phenyl-1-((3aS,4S,6S,7aR)-3a,5,5-trimethylhexahydro-4,6-methanobenzo[d][1,3,2]dioxaborol-2-yl)butyl)propanamide N[C@@H](C(=O)N[C@@H](CCCC1=CC=CC=C1)B1O[C@@]2([C@H](O1)C[C@H]1C([C@@H]2C1)(C)C)C)CS(N(C)C)(=O)=O